2-bromo-1-(4-((5-fluoro-4-(4'-fluoro-[1,1'-biphenyl]-3-yl)pyrimidin-2-yl)amino)piperidin-1-yl)ethan-1-one BrCC(=O)N1CCC(CC1)NC1=NC=C(C(=N1)C=1C=C(C=CC1)C1=CC=C(C=C1)F)F